2-Amino-1-(4-(4-((5-chloro-7-cyclopropylpyrrolo[2,1-f][1,2,4]triazin-2-yl)amino)-3-methyl-1H-pyrazol-1-yl)piperidin-1-yl)propan-1-one NC(C(=O)N1CCC(CC1)N1N=C(C(=C1)NC1=NN2C(C=N1)=C(C=C2C2CC2)Cl)C)C